F[B-](F)(F)F.C(C)(C)(C)[PH+](C1=CC=C(C=C1)CC)C(C)(C)C di-(tert-butyl)(4-ethylphenyl)phosphonium tetrafluoroborate